C(C)[C@H]1OC2=C(CN(C1)C(=O)OC(C)(C)C)C=C1CCCCC1=C2 tert-butyl (R)-2-ethyl-2,3,7,8,9,10-hexahydronaphtho[2,3-f][1,4]oxazepine-4(5H)-carboxylate